N-[8-(2-Diethylamino-ethoxy)-6,6-dimethyl-11-oxo-6,11-dihydro-5H-benzo[b]carbazol-3-yl]-2-phenoxy-acetamide C(C)N(CCOC=1C=CC2=C(C(C=3NC4=CC(=CC=C4C3C2=O)NC(COC2=CC=CC=C2)=O)(C)C)C1)CC